N-(4-((benzyloxy)methyl)phenyl)-2-bromoisonicotinamide C(C1=CC=CC=C1)OCC1=CC=C(C=C1)NC(C1=CC(=NC=C1)Br)=O